C(CCCCC=CCCCCCCCCCCCCCCC)(=O)O 6-Docosenoic acid